4-[3-[2,6-Dichloro-4-(2-oxa-7-azaspiro[4.4]nonan-7-yl)benzoyl]-2,4-dihydro-1,3-benzoxazin-8-yl]-5-fluoro-2-morpholin-4-ylbenzoic acid ClC1=C(C(=O)N2COC3=C(C2)C=CC=C3C3=CC(=C(C(=O)O)C=C3F)N3CCOCC3)C(=CC(=C1)N1CC3(CCOC3)CC1)Cl